FC1(CCC(CC1)C(F)(F)F)C1=NC=2N(C(N(C(C2N1CC1=CC=C(C=C1)F)=O)CCCO)=O)C 8-(1-fluoro-4-(trifluoromethyl)cyclohexyl)-7-(4-fluorobenzyl)-1-(3-hydroxypropyl)-3-methyl-3,7-dihydro-1H-purine-2,6-dione